O1[C@H](COCC1)CN1N=C2C3=C(CCC2=C1)OC(=C3C(F)(F)F)C(=O)N 2-{[(2S)-1,4-dioxan-2-yl]methyl}-8-(trifluoromethyl)-4,5-dihydro-2H-furo[2,3-g]indazol-7-carboxamid